Methyl 3-chloro-6-(2-chloro-4-(trifluoromethoxy) phenyl)-5-fluoropicolinate ClC=1C(=NC(=C(C1)F)C1=C(C=C(C=C1)OC(F)(F)F)Cl)C(=O)OC